CN(C1=CC=C(C=NN=C2NC(CC(N2)=O)C2=CC=C(C=C2)OC)C=C1)C 2-((4-(dimethylamino)benzylidene)hydrazineylidene)-6-(4-methoxyphenyl)tetrahydropyrimidin-4(1H)-one